N-{[2-(cyclopropylmethoxy)-3-fluorophenyl]methyl}-5-{2-acetamidoimidazo[1,2-b]pyridazin-6-yl}-2-methylpyridine-3-carboxamide C1(CC1)COC1=C(C=CC=C1F)CNC(=O)C=1C(=NC=C(C1)C=1C=CC=2N(N1)C=C(N2)NC(C)=O)C